C(CC)C1=C(C(=C(C(=C1C1=C(C=CC=C1)F)F)F)OCC(F)(F)F)C1CCCCC1 propylcyclohexyl-2,2',3-trifluoro-4-(2,2,2-trifluoroethoxy)biphenyl